1-methoxy-1-t-amyl-cyclohexane COC1(CCCCC1)C(C)(C)CC